(1s,3s)-3-((4-methoxy-5-(1-methyl-1H-benzo[d][1,2,3]triazol-6-yl)pyrrolo[2,1-f][1,2,4]triazin-2-yl)amino)-N,1-dimethylcyclobutane-1-carboxamide COC1=NC(=NN2C1=C(C=C2)C=2C=CC1=C(N(N=N1)C)C2)NC2CC(C2)(C(=O)NC)C